ClC1=CC=C(CN2[C@@]3(CCN(C3)C3=CC(N(C=C3)C)=O)C(N(CC2=O)C(C)C)=O)C=C1 (R)-6-(4-chlorobenzyl)-9-isopropyl-2-(1-methyl-2-oxo-1,2-dihydropyridin-4-yl)-2,6,9-triazaspiro[4.5]decane-7,10-dione